CN1CCC(CC1)NC1=CC=C(C(=O)NC2=CC(=NN2)C=2C=CC3=C(N(C=N3)C3=C(C=CC=C3)F)C2)C=C1 4-((1-methylpiperidin-4-yl)amino)-N-(3-(1-(2-fluorophenyl)-1H-benzo[d]imidazol-6-yl)-1H-pyrazol-5-yl)benzamide